Thionylchlorid S(=O)(Cl)Cl